4-Benzyl-2-(3,5-difluoro-4-methoxy-benzylsulfanyl)-6-oxo-1,6-dihydro-pyrimidine-5-carbonitrile C(C1=CC=CC=C1)C=1N=C(NC(C1C#N)=O)SCC1=CC(=C(C(=C1)F)OC)F